NC1=CC(=C(C=C1)N=C(N)C1=C(C=2N(N=C1)C=C(C2)C=2C=NN(C2)C)N[C@@H]2CC[C@H](CC2)N)Cl N'-(4-amino-2-chlorophenyl)-4-((trans-4-aminocyclohexyl)amino)-6-(1-methyl-1H-pyrazol-4-yl)pyrrolo[1,2-b]pyridazine-3-carboximidamide